FC(C(=O)O)(F)F.ClC1=C(C=CC(=C1NC=1C(=C2C(N(C=NC2=CC1)C1=CC=CC=C1)=O)C)F)NS(=O)(=O)CCC N-(2-chloro-4-fluoro-3-((5-methyl-4-oxo-3-phenyl-3,4-dihydroquinazolin-6-yl)amino)phenyl)propane-1-sulfonamide trifluoroacetate